N-(2-methoxyethyl)-1H-tetrazole COCCN1N=NN=C1